(2R,3S)-4-[({2-[(5-bromoquinoxalin-6-yl)amino]-4,5-dihydroimidazol-1-yl} carbonyloxy)methoxy]-3-ethyl-2-[(3-methylimidazol-4-yl)methyl]-4-oxobutyl (9Z)-octadec-9-enoate C(CCCCCCC\C=C/CCCCCCCC)(=O)OC[C@@H]([C@@H](C(=O)OCOC(=O)N1C(=NCC1)NC=1C(=C2N=CC=NC2=CC1)Br)CC)CC=1N(C=NC1)C